(E)-1-(2,4-Dibutoxy-6-hydroxyphenyl)-3-(4-hydroxy-3-methoxyphenyl)prop-2-en-1-one C(CCC)OC1=C(C(=CC(=C1)OCCCC)O)C(\C=C\C1=CC(=C(C=C1)O)OC)=O